FC=1C=C(CNCC2=CC(=C(C=C2)C(F)(F)F)F)C=CC1C(F)(F)F bis(3-fluoro-4-(trifluoromethyl)benzyl)amine